1-N-octadecyl-biguanide C(CCCCCCCCCCCCCCCCC)NC(=N)NC(=N)N